2-((1r,2r)-2-aminocyclopentyl)-N-benzyl-3,5-dichlorothieno[3,2-b]pyridin-7-amine N[C@H]1[C@@H](CCC1)C1=C(C2=NC(=CC(=C2S1)NCC1=CC=CC=C1)Cl)Cl